CC=1C(=NC(=NC1)NC1=CC=C(C=C1)N1CCOCC1)N1CCC(CC1)C(=O)O 1-(5-methyl-2-{[4-(morpholin-4-yl)phenyl]amino}pyrimidine-4-yl)piperidine-4-carboxylic acid